6-[8-(1,3-benzothiazol-2-ylcarbamoyl)-3,4-dihydroisoquinolin-2(1H)-yl]-3-[1-(pyridin-3-ylmethyl)-1H-pyrazol-4-yl]pyridine-2-carboxylic acid S1C(=NC2=C1C=CC=C2)NC(=O)C=2C=CC=C1CCN(CC21)C2=CC=C(C(=N2)C(=O)O)C=2C=NN(C2)CC=2C=NC=CC2